1-[(2-{3-azabicyclo[3.1.0]hex-3-yl}-4-[(1E)-2-phenylvinyl]pyrimidin-5-yl)methyl]-N-[(4R)-1-methyl-1H,4H,5H,6H-cyclopenta[d]imidazol-4-yl]-1H-imidazole-4-carboxamide C12CN(CC2C1)C1=NC=C(C(=N1)\C=C\C1=CC=CC=C1)CN1C=NC(=C1)C(=O)N[C@@H]1CCC=2N(C=NC21)C